CC1=C(COC2CN(C2)C(=O)N2C[C@@H]3[C@@H](OCC(N3)=O)CC2)C=CC=C1C(F)(F)F (+)-(4aR,8aS)-6-(3-((2-Methyl-3-(trifluoromethyl)benzyl)oxy)azetidine-1-carbonyl)hexahydro-2H-pyrido[4,3-b][1,4]oxazin-3(4H)-one